ClC=1C(N(N=CC1NC[C@@H]1COCCC1)C1CCN(CC1)[C@@H](C)C1=C(C=CC=C1F)F)=O 4-chloro-2-(1-((S)-1-(2,6-difluorophenyl)ethyl)piperidin-4-yl)-5-(((R)-tetrahydro-2H-pyran-3-yl)methylamino)pyridazin-3(2H)-one